2-(6-cyclopropyl-2-(hydroxymethyl)imidazo[1,2-a]pyridin-8-yl)acetic acid C1(CC1)C=1C=C(C=2N(C1)C=C(N2)CO)CC(=O)O